FC=1C(N=CC1)=O fluoropyrrolone